(2S,4R)-1-[(2S)-2-amino-3,3-dimethylbutanoyl]-4-hydroxy-N-[4-(4-methyl-1,3-thiazol-5-yl)phenoxy]pyrrolidine-2-carboxamide hydrochloride Cl.N[C@H](C(=O)N1[C@@H](C[C@H](C1)O)C(=O)NOC1=CC=C(C=C1)C1=C(N=CS1)C)C(C)(C)C